2-(3-chloro-4-methoxyphenyl)-3-(pyridin-4-yl)-4,5,6,7-tetrahydropyrazolo[1,5-a]pyrazine hydrochloride Cl.ClC=1C=C(C=CC1OC)C1=NN2C(CNCC2)=C1C1=CC=NC=C1